C(C)C1=CC(=C(O1)C(CC)=O)C(=O)O 5-ethyl-2-propanoyl-furan-3-carboxylic acid